tert-butyl (2-((4-((6-cyano-2H-indazol-2-yl)methyl)-7-methyl-1-tosyl-1H-indol-5-yl)oxy)ethyl)(methyl)carbamate C(#N)C=1C=CC2=CN(N=C2C1)CC1=C2C=CN(C2=C(C=C1OCCN(C(OC(C)(C)C)=O)C)C)S(=O)(=O)C1=CC=C(C)C=C1